BrC(C)C1=NC=C(C(=N1)Cl)F (1-bromoethyl)-4-chloro-5-fluoropyrimidine